C(NCCNNCCCNCCNC(=O)O)(=O)O 2,5,6,10,13-pentaazatetradecanedioic acid